C(CCC)OC(=O)N1CCC2(CC1)CCN(CC2)C2=NC=NC1=CC(=CC=C21)CC(F)(F)F.C(C=C)(=O)OCC(CC(C)O[Si](OCC)(OCC)CCCN)O 3-acryloxy-2-hydroxypropyl-3-aminopropyltriethoxysilane Butyl-9-[7-(2,2,2-trifluoroethyl)quinazolin-4-yl]-3,9-diazaspiro[5.5]undecane-3-carboxylate